4-(2-cyano-1,2,3,4-tetrahydroisoquinolin-5-yl)-5-fluoro-2,3-dimethyl-1H-indole-7-carboxamide C(#N)N1CC2=CC=CC(=C2CC1)C1=C2C(=C(NC2=C(C=C1F)C(=O)N)C)C